[Li+].C(CC)(=O)[O-].[Li+].C(CC)(=O)[O-] lithium propionate, lithium salt